The molecule is a member of the class of catechols carrying two bromo substituents at positions 3 and 5. It has a role as an algal metabolite, a marine xenobiotic metabolite, a mouse metabolite and a bacterial xenobiotic metabolite. It is a member of catechols and a dibromobenzene. C1=C(C=C(C(=C1O)O)Br)Br